C(C=C)C=1N(C(N(C1)C1=C(C=CC=C1C(C)C)C(C)C)=[Pd-]Cl)C1=C(C=CC=C1C(C)C)C(C)C (allyl-[1,3-bis(2,6-diisopropylphenyl)imidazol-2-ylidene])Chloropalladium (II)